OC1CC2(C(N3[C@@H](O2)CC[C@@H]3C3=NC=CN=C3)=O)C1 (1s,3R,5'R,7a'S)-3-hydroxy-5'-(pyrazin-2-yl)tetrahydro-3'H-spiro[cyclobutane-1,2'-pyrrolo[2,1-b]oxazol]-3'-one